1-vinyl-3-methyl-imidazole bistrifluoromethylsulfinate salt FC(F)(F)S(=O)(O)C(F)(F)F.C(=C)N1CN(C=C1)C